BrC1=C2CN(C(C2=CC=C1CN1CCC(CC1)NC1=NC=C(C(=C1)C=1N=C(SC1)NCC1(CCOCC1)C#N)Cl)=O)C1C(NC(CC1)=O)=O 4-(((4-(2-((1-((4-bromo-2-(2,6-dioxopiperidin-3-yl)-1-oxoisoindolin-5-yl)methyl)piperidin-4-yl)amino)-5-chloropyridin-4-yl)thiazol-2-yl)amino)methyl)tetrahydro-2H-pyran-4-carbonitrile